1-(2-amino-3-chlorophenyl)ethan-1-one NC1=C(C=CC=C1Cl)C(C)=O